TetraGlycidyl-methylenedianiline tert-butyl-N-[3-[1-(2,6-dioxo-3-piperidyl)-3-methyl-2-oxo-benzimidazol-4-yl]prop-2-ynyl]carbamate C(C)(C)(C)OC(NCC#CC1=CC=CC=2N(C(N(C21)C)=O)C2C(NC(CC2)=O)=O)=O.C(C2CO2)C2=C(C(=C(N(CNC1=CC=CC=C1)CC1CO1)C=C2)CC2CO2)CC2CO2